C(=C)C1COCCOC1 vinyl-3,6-dioxepane